FC(OC1=CC(=NC=C1I)C=O)F 4-(difluoromethoxy)-5-iodopyridine-carbaldehyde